N-[4-(4-bromophenyl)thiazol-2-yl]-N-(3,5-dimethylphenyl)but-2-ynamide BrC1=CC=C(C=C1)C=1N=C(SC1)N(C(C#CC)=O)C1=CC(=CC(=C1)C)C